[Eu].[Er] Erbium-Europium